2-(4-Chlorobenzyl)-4-(2,4-dibromophenyl)-5-methylimidazole ClC1=CC=C(CC=2NC(=C(N2)C2=C(C=C(C=C2)Br)Br)C)C=C1